13-Methyl-15-oxabicyclo-[9.3.1]pentadec-11-en CC1C=C2CCCCCCCCCC(C1)O2